tert-butyl (3S)-3-[4-[4-(cyclopropylmethoxy)-2,3-difluoro-anilino]-7-fluoro-pyrido[3,2-d]pyrimidin-6-yl]oxypyrrolidine-1-carboxylate C1(CC1)COC1=C(C(=C(NC=2C3=C(N=CN2)C=C(C(=N3)O[C@@H]3CN(CC3)C(=O)OC(C)(C)C)F)C=C1)F)F